di-tert-butyl ((3R,5S)-1-(4-(4-methoxyphenyl)-6-(pyridin-4-yl)pyrimidin-2-yl)piperidine-3,5-diyl)dicarbamate COC1=CC=C(C=C1)C1=NC(=NC(=C1)C1=CC=NC=C1)N1C[C@@H](C[C@@H](C1)NC(OC(C)(C)C)=O)NC(OC(C)(C)C)=O